FC1=C(C=C(C=C1)F)C(CCCCC(=O)O)=O 6-(2,5-difluoro-phenyl)-6-oxo-hexanoic acid